[2-(2-cyano-1-methyl-ethyl)-1-(3,4-difluorophenyl)-6-fluoro-4-hydroxy-indol-3-yl]Benzoic acid C(#N)CC(C)C=1N(C2=CC(=CC(=C2C1C1=C(C(=O)O)C=CC=C1)O)F)C1=CC(=C(C=C1)F)F